FC1(CC(C2(OCCO2)CC1)C(=O)OCC)F ethyl 8,8-difluoro-1,4-dioxa-spiro[4.5]decane-6-carboxylate